1-[2,2-dimethyl-3-(methylsulfonyl)propyl]-2-(ethoxymethyl)-1H-imidazo[4,5-c]quinolin-4-amine CC(CN1C(=NC=2C(=NC=3C=CC=CC3C21)N)COCC)(CS(=O)(=O)C)C